C(CCC)C=1C=C(C(=NC1)C1=CC=C(C=C1)OC)C1=NC=C(C=C1)C(=O)O 5'-butyl-2'-(4-methoxyphenyl)-[2,3'-bipyridine]-5-carboxylic acid